(S)-N-(1-(5-chloro-2-((4-(4-methylpiperazin-1-yl)phenyl)amino)pyrimidin-4-yl)-4-methylpiperidin-4-yl)-2,2-difluorocyclopropane-1-carboxamide ClC=1C(=NC(=NC1)NC1=CC=C(C=C1)N1CCN(CC1)C)N1CCC(CC1)(C)NC(=O)[C@H]1C(C1)(F)F